ClC1=NC2=CC=CC=C2C(=C1)C1(CC1)NC(C1=C(C=C(C=C1)COCC1=NC=CC=C1)C)=O N-(1-(2-chloroquinolin-4-yl)cyclopropyl)-2-methyl-4-((pyridin-2-ylmethoxy)methyl)benzamide